FC(S(=O)(=O)O)(F)F.CN1C(N(C=C1)C)C(=O)C=1NC=CN1 N,N'-dimethylcarbonyl-diimidazole trifluoro-methanesulfonate